benzyl 3-(benzoyloxy)-4,4-dimethoxypiperidine-1-carboxylate C(C1=CC=CC=C1)(=O)OC1CN(CCC1(OC)OC)C(=O)OCC1=CC=CC=C1